O1C(=NC2=C1C=CC=C2)C=2N=C(N(C(C2O)=O)C)N(C)C(C2=CC=C(C(=O)O)C=C2)C2=CC=CC=C2 4-({[4-(1,3-benzoxazol-2-yl)-5-hydroxy-1-methyl-6-oxo-1,6-dihydropyrimidin-2-yl](methyl)amino}(phenyl)methyl)benzoic acid